C(C)(=O)OC1=CC=C(COC(=O)N2COC(C2)=O)C=C1 5-oxooxazolidine-3-carboxylic acid 4-acetoxybenzyl ester